FC1=CC=C(C=C1)C(C=C)=O 1-(4-fluorophenyl)prop-2-en-1-one